ClCCN1C2COCC1CC2 8-(2-chloroethyl)-3-oxa-8-azabicyclo[3.2.1]octane